2-(4-chloro-2-Fluorophenyl)oxetane ClC1=CC(=C(C=C1)C1OCC1)F